O[C@H]1[C@H](C[C@@H](CC1)N(CCCCCCCC(=O)N(CCCCCCCCCC)CCCCCCCCCC)CCCCCCCC(=O)N(CCCCCCCCCC)CCCCCCCCCC)C 8,8'-(((1R,3S,4R)-4-hydroxy-3-meth-ylcyclohexyl)azane-diyl)bis(N,N-didec-yloctanamide)